[Si](C)(C)(C(C)(C)C)C=C(CC=C)O tert-butyldimethylsilylmethylene-3-buten-1-ol